1-((6-chloropyridin-3-yl)methyl)imidazolidin ClC1=CC=C(C=N1)CN1CNCC1